2,5-Dimethylbenzo[d]thiazol-6-amine CC=1SC2=C(N1)C=C(C(=C2)N)C